COCCOCCOCCOS(=O)(=O)C1=CC=C(C=C1)C 2-[2-(2-Methoxyethoxy)ethoxy]ethyl-4-methylbenzensulfonat